C(C1=CC=CC=C1)N1C(C=C(C=C1C=CCC)[2H])=O 1-benzyl-6-buten-1-ylpyridin-2(1H)one-4-d